[Br-].COC(C[N+]1=C(C=CC=C1)C)=O (2-methoxy-2-oxoethyl)-2-methylpyridinium bromide